7,9-dimethyl-2-oxaspiro[5.5]undec-8-en-1-ol CC1C2(CCCOC2O)CCC(=C1)C